C[C@@H]1CN(C[C@@H](N1)C)C1=NC=C(C=N1)C(C)C 2-[(3R,5S)-3,5-dimethylpiperazin-1-yl]-5-(propan-2-yl)pyrimidine